[1-{[(2S)-4,4-dimethyloxetan-2-yl]methyl}-3-(4-fluorophenyl)-1H-pyrazol-4-yl]-6-phenylfuro[2,3-d]pyrimidine CC1(C[C@H](O1)CN1N=C(C(=C1)C=1N=CC2=C(N1)OC(=C2)C2=CC=CC=C2)C2=CC=C(C=C2)F)C